COCP(O)(=O)CC[C@H]1O[C@@H]([C@H]([C@H]([C@@H]1OCC1=CC=CC=C1)OCC1=CC=CC=C1)OCC1=CC=CC=C1)OC1=CC=CC=C1 methoxymethyl-[2-[(2R,3R,4S,5S,6R)-3,4,5-tribenzyloxy-6-phenoxy-tetrahydropyran-2-yl]ethyl]phosphinic acid